4-(1-tert-butyl-4-fluoro-1H-benzoimidazol-6-yl)-5-fluoro-N-(1-methylpiperidin-4-yl)pyrimidin-2-amine C(C)(C)(C)N1C=NC2=C1C=C(C=C2F)C2=NC(=NC=C2F)NC2CCN(CC2)C